(E)-1,2-bisbenzimidazol-6-yl-diazene N1=CNC2=C1C=C(C=C2)\N=N\C=2C=CC1=C(N=CN1)C2